CC1(N(C1)P(=S)(N1C(C1)(C)C)N1C(C1)(C)C)C tris(2,2-dimethylaziridin-1-yl)-sulfanylidene-λ5-phosphane